1-(2-(1-amino-2-hydroxyethyl)-6-cyclopropylimidazo[1,2-a]pyridin-8-yl)-3-methylimidazolidine-2,4-dione NC(CO)C=1N=C2N(C=C(C=C2N2C(N(C(C2)=O)C)=O)C2CC2)C1